BrC1=C(C=CC(=C1)Br)O d-2,4-dibromophenol